C(C)N(C(COC1=CC=C(C=C1)C)=O)CC1=CC(=CC=C1)F N-ethyl-N-(3-fluorobenzyl)-2-(p-tolyloxy)acetamide